S(=O)(=O)(O)F.S(=O)(=O)(O)F.S(=O)(=O)(O)F.C=CC propylene trifluorosulfate